N-acetyl-L-2,4-Diaminobutyric acid C(C)(=O)N[C@H](C(=O)O)CCN